dimethylpyrimidin-2(1H)-one CC1=CC(=NC(N1)=O)C